C(C1=CC=CC=C1)OC1=NC(=CC=C1C1=NC=C(C=C1)N1CCC(CC1)CN1CCN(CC1)C(=O)OC(C)(C)C)OCC1=CC=CC=C1 tert-butyl 4-({1-[2',6'-bis(benzyloxy)-[2,3'-bipyridin]-5-yl]piperidin-4-yl}methyl)piperazine-1-carboxylate